BrC1=CC=2C=C(N=S(C2C=C1)(=O)C)C 6-bromo-1,3-dimethyl-1λ6-benzo[2,1-e][1,2]thiazin-1-one